N-(6-fluoro-4-iodopyridin-3-yl)carbamic acid tert-butyl ester C(C)(C)(C)OC(NC=1C=NC(=CC1I)F)=O